1-(2-octylcyclopropyl)heptadecan-8-one tert-butyl-4-(3-((1-(4-chlorophenyl)-2-(5-fluoro-6-(trifluoromethoxy)indolin-1-yl)-2-oxoethyl)amino)-5-methoxyphenoxy)butanoate C(C)(C)(C)OC(CCCOC1=CC(=CC(=C1)OC)NC(C(=O)N1CCC2=CC(=C(C=C12)OC(F)(F)F)F)C1=CC=C(C=C1)Cl)=O.C(CCCCCCC)C1C(C1)CCCCCCCC(CCCCCCCCC)=O